CC\\1=C(/C(=C/C2=C(C(=C(N2)/C=C\\3/C(=C(C(=O)N3)C)C=C)C)CCC(=O)[O-])/N/C1=C\\C4=NC(=O)C(=C4C)C=C)CCC(=O)[O-] The molecule is dicarboxylate anion of biliverdin; major species at pH 7.3. It has a role as a human metabolite. It is a linear tetrapyrrole anion and a dicarboxylic acid dianion. It is a conjugate base of a biliverdin.